N1=CC=C(C=C1)C1CCN(CC1)CC=1NC2=CC=CC=C2C1 2-[[4-(4-pyridinyl)-1-piperidinyl]methyl]-1H-indole